C(C)(C)OC1=NC=CC=C1 isopropoxypyridin